C(#N)[C@H](CC1=CC=C(C=C1)C=1C=CC2=C(N(C(O2)=O)CC(F)(F)F)C1)NC(=O)[C@H]1OCCCNC1 (2s)-N-[(1s)-1-Cyano-2-{4-[2-oxo-3-(2,2,2-trifluoroethyl)-2,3-dihydro-1,3-benzoxazol-5-yl]phenyl}ethyl]-1,4-oxazepane-2-carboxamide